3-bromo-5-chloro-4-((4-methoxybenzyl)thio)pyridine BrC=1C=NC=C(C1SCC1=CC=C(C=C1)OC)Cl